C(#N)C1=CN(C2=NC(=CC(=C21)C2=C(C(=C(C=C2C)[2H])OC)C)C(=O)OCC)CC Ethyl 3-cyano-1-ethyl-4-[3-methoxy-2,6-dimethyl(4-2H)phenyl]pyrrolo[2,3-b]pyridine-6-carboxylate